N-[4-(3-cyanophenyl)-5-(2,6-dimethyl-4-pyridyl)thiazol-2-yl]-6-oxo-3,4,7,8,9,9a-hexahydro-1H-pyrazino[1,2-c]pyrimidine-2-carboxamide C(#N)C=1C=C(C=CC1)C=1N=C(SC1C1=CC(=NC(=C1)C)C)NC(=O)N1CC2N(C(NCC2)=O)CC1